ethyl (R)-1-(difluoromethylene)tetrahydro-1H-pyrrolizin-7a(5H)-carboxylate FC(=C1CCN2CCC[C@]12C(=O)OCC)F